C=12C=3C=NN(CCOC(NCCCOC=4C=CC(NN1)=C2C4)=O)C3 8,14-dioxa-4,5,10,19,20-pentaazatetracyclo[13.5.2.12,5.018,21]tricosa-1(20),2(23),3,15(22),16,18(21)-hexaen-9-one